ClC1=CC(=C(C=C1)C1=NC(=CC=2N=C(N(C(C21)=O)C)C)N2CC(OCC2)C=2OC(=NN2)CC)F 5-(4-chloro-2-fluoro-phenyl)-7-(2-(5-ethyl-1,3,4-oxadiazol-2-yl)-4-morpholinyl)-2,3-dimethylpyrido[4,3-d]pyrimidin-4(3H)-one